C1=CC=CC=2C=CC=3C=4C=CC=CC4CC3C21 Benzofluorene